2-(3-aminophenyl)thiazole-4-carboxamide NC=1C=C(C=CC1)C=1SC=C(N1)C(=O)N